zirconium tetrastearate C(CCCCCCCCCCCCCCCCC)(=O)[O-].C(CCCCCCCCCCCCCCCCC)(=O)[O-].C(CCCCCCCCCCCCCCCCC)(=O)[O-].C(CCCCCCCCCCCCCCCCC)(=O)[O-].[Zr+4]